CC1CCC(CC1)CC(=O)OCC(COC(CC1CCC(CC1)C)=O)(C)COCC1=CC=CC=C1 2-((benzyloxy)methyl)-2-methylpropane-1,3-diyl bis(2-(4-methylcyclohexyl)acetate)